carbazolyl-(carbazole) C1(=CC=CC=2C3=CC=CC=C3NC12)C1=CC=CC=2C3=CC=CC=C3NC12